OCC1([C@@H](O)[C@H](O)[C@H](O1)CO)N[C@@H](CC1=CC=CC=C1)C(=O)O fructosyl-phenylalanine